BrCC1=C(C(=C(C(=O)[O-])C=C1B1OC(C(O1)(C)C)(C)C)F)F 4-(bromomethyl)-2,3-difluoro-5-(4,4,5,5-tetramethyl-1,3,2-dioxaborolan-2-yl)benzoate